COC=1C=C(C=C(C1)N1C=NC(=C1)C)NC1=CC=NC2=CC=CC=C12 N-(3-Methoxy-5-(4-Methyl-1H-imidazol-1-yl)phenyl)quinolin-4-amine